ClC=1C=C(CNC2=C3N=CN(C3=NC(=N2)C=2C=NC=C(C2)Cl)[C@H]2[C@@H]([C@@H]([C@H](O2)C(=O)NC([2H])([2H])[2H])O)O)C=C(C1)F (2S,3S,4R,5R)-5-(6-(3-chloro-5-fluorobenzylamino)-2-(5-chloropyridin-3-yl)-9H-purin-9-yl)-3,4-dihydroxyl-N-(methyl-d3)-tetrahydrofuran-2-carboxamide